6-(2,6-dichlorophenyl)-2-((3-methyl-4-((3S,5R)-3,4,5-trimethylpiperazin-1-yl)phenyl)amino)-8,9-dihydroimidazo[1,2-a]pyrimidino[5,4-e]pyrimidin-5(6H)-one ClC1=C(C(=CC=C1)Cl)N1C=2N(C3=C(C1=O)C=NC(=N3)NC3=CC(=C(C=C3)N3C[C@@H](N([C@@H](C3)C)C)C)C)CCN2